NC=1C2=C(N=CN1)N(C(=C2C2=CC(=C(C=C2)N=S2(CCCC2)=O)F)C2=C(C=C(C=C2)C=C(C(=O)N)C)F)C (4-(4-amino-5-(3-fluoro-4-((1-oxotetrahydro-1λ6-thiophen-1-ylidene)amino)phenyl)-7-methyl-7H-pyrrolo[2,3-d]pyrimidin-6-yl)-3-fluorophenyl)methacrylamide